NC=1C=C(C=CC1)C[C@H](C(=O)OC(C)(C)C)[C@@H]1CN(CC1)C(=O)OC(C)(C)C tert-Butyl (3R)-3-[(1S)-1-[(3-aminophenyl)methyl]-2-tert-butoxy-2-oxo-ethyl]pyrrolidine-1-carboxylate